O=C([C@H](CCCCNC(O)=O)NC(O)=O)N[C@H](CC1=CC=CC=C1)C ((S)-6-oxo-6-(((S)-1-phenylpropan-2-yl)amino)hex-1,5-diyl)dicarbamic acid